tert-butyl 4-[7-({8-fluoro-2-methylimidazo[1,2-a]pyridin-6-yl} carbamoyl)-3-methyl-1,2,3-benzotriazol-4-yl]piperazine-1-carboxylate FC=1C=2N(C=C(C1)NC(=O)C1=CC=C(C3=C1N=NN3C)N3CCN(CC3)C(=O)OC(C)(C)C)C=C(N2)C